(3aR,5R,6aS)-2-(((S)-1,4-dioxan-2-yl)methyl)-N-(4-(difluoromethyl)-6-(2,5-difluorophenyl)pyridazin-3-yl)octahydrocyclopenta[c]pyrrol-5-amine O1[C@H](COCC1)CN1C[C@@H]2[C@H](C1)CC(C2)NC=2N=NC(=CC2C(F)F)C2=C(C=CC(=C2)F)F